OC=1C2=C(N=CN1)NC(=C2)C2=CC=C(C=C2)[N+](=O)[O-] 4-hydroxy-6-(4-nitro-phenyl)-7H-pyrrolo[2,3-d]pyrimidine